ClC(CC)C=1N(C(=NN1)C(=O)OCC)COCC[Si](C)(C)C ethyl 5-(1-chloropropyl)-4-((2-(trimethylsilyl) ethoxy) methyl)-4H-1,2,4-triazole-3-carboxylate